6-[4-[1-(2,6-dioxo-3-piperidyl)-3-methyl-2-oxo-benzimidazol-4-yl]-1-piperidyl]-6-oxo-hexanoic acid O=C1NC(CCC1N1C(N(C2=C1C=CC=C2C2CCN(CC2)C(CCCCC(=O)O)=O)C)=O)=O